tri-(di-tert-butylphenyl) phosphite P(OC1=C(C(=CC=C1)C(C)(C)C)C(C)(C)C)(OC1=C(C(=CC=C1)C(C)(C)C)C(C)(C)C)OC1=C(C(=CC=C1)C(C)(C)C)C(C)(C)C